1-(2-Fluoro-4-{(1S)-2-[5-fluoro-2-hydroxy-4-(hydroxymethyl)phenyl]-3-oxo-2-azaspiro[3.4]octan-1-yl}-5-methoxyphenyl)piperidine-4-carbaldehyde FC1=C(C=C(C(=C1)[C@@H]1N(C(C12CCCC2)=O)C2=C(C=C(C(=C2)F)CO)O)OC)N2CCC(CC2)C=O